C1(CCCCC1)C(C(=O)NCC=1C=C2CN(C(C2=CC1)=O)C1C(NC(CC1)=O)=O)(F)F 2-cyclohexyl-N-((2-(2,6-dioxopiperidin-3-yl)-1-oxoisoindolin-5-yl)methyl)-2,2-difluoroacetamide